butyl 3-(5-(3-((3-cyanophenyl)(cyclopropylmethylamino)methyl) phenylcarbamoyl)-3-(trifluoromethyl)-1H-pyrazol-1-yl)benzylcarbamate C(#N)C=1C=C(C=CC1)C(C=1C=C(C=CC1)NC(=O)C1=CC(=NN1C=1C=C(CNC(OCCCC)=O)C=CC1)C(F)(F)F)NCC1CC1